dicyclohexylphosphino-2',6'-di-i-propoxy-1,1'-biphenyl C1(CCCCC1)P(C1CCCCC1)C1=C(C=CC=C1)C1=C(C=CC=C1OC(C)C)OC(C)C